CC(C)(C)OC(=O)N1[C@@H]2CC[C@H]1CC(C2)C(=O)O (1r,3r,5s)-8-(tert-butoxycarbonyl)-8-azabicyclo[3.2.1]Octane-3-carboxylic acid